5-chloro-3-ethyl-8-(4-(trifluoromethyl)phenyl)pyrido[4,3-d]pyrimidin-4(3H)-one ClC1=NC=C(C=2N=CN(C(C21)=O)CC)C2=CC=C(C=C2)C(F)(F)F